N-(4-(4-allylpiperazin-1-yl)-6-fluoropyridin-3-yl)-2-(pent-4-en-1-ylamino)pyrimidine-4-carboxamide C(C=C)N1CCN(CC1)C1=C(C=NC(=C1)F)NC(=O)C1=NC(=NC=C1)NCCCC=C